C[C@H]1N(CCN(C1)C(CCC1=NC2=CC=CC=C2C(N1)=O)=O)C1=CC=C(C=N1)C#N 6-[(2R)-2-methyl-4-[3-(4-oxo-3H-quinazolin-2-yl)propionyl]piperazin-1-yl]pyridine-3-carbonitrile